C(CCCC=C)OP1(OCCO1)=O 2-(hex-5-en-1-yloxy)-1,3,2-dioxaphospholane 2-oxide